3-(4-cyanophenyl)-N-(piperidin-3-yl)-2-(p-tolyl)imidazo[1,2-a]pyridine-6-carboxamide C(#N)C1=CC=C(C=C1)C1=C(N=C2N1C=C(C=C2)C(=O)NC2CNCCC2)C2=CC=C(C=C2)C